tert-butyl {4-bromo-5-[(4-fluoro-2-methylbenzyl)(methoxy)carbamoyl]thiazol-2-yl}carbamate BrC=1N=C(SC1C(N(OC)CC1=C(C=C(C=C1)F)C)=O)NC(OC(C)(C)C)=O